C(CCCCCCCCCCC\C=C/CCCCCCCC)(=O)NCCC[N+](C)(C)C (Z)-3-(docos-13-enamido)-N,N,N-trimethylpropan-1-aminium